BrC=1C(=NC(=NC1)S(=O)(=O)C)C(=O)N[C@H]1C[C@H](CCC1)NC1=CC(=NC2=CC=CC=C12)C(F)(F)F 5-bromo-2-(methylsulfonyl)-N-[(1r,3s)-3-{[2-(trifluoromethyl)quinolin-4-yl]amino}cyclohexyl]pyrimidine-4-carboxamide